2-cyclopropyl-1-nitroso-3-oxo-1,2,3,4-tetrahydroquinoxaline-5-carbonitrile C1(CC1)C1N(C=2C=CC=C(C2NC1=O)C#N)N=O